Cl.C1(=CC=CC=C1)C1(CNCC1)C(=O)NCC1CCN(CC1)C(=O)OCC1=CC=CC=C1 benzyl 4-((3-phenylpyrrolidine-3-carboxamido)methyl)piperidine-1-carboxylate, hydrochloride salt